1-(2-trimethylsilylethoxymethyl)pyrrole-3-carboxylic acid methyl ester COC(=O)C1=CN(C=C1)COCC[Si](C)(C)C